The molecule is the structure is based on pmid:19138128. There is not evidence supporting the stereoconfiguration of the (R)-citryl group on N(2), so if you find evidence supporting it being (S) you are welcome to change the structure. It is a conjugate base of a staphyloferrin A. C(C[C@H](C(=O)[O-])NC(=O)CC(CC(=O)[O-])(C(=O)[O-])O)CNC(=O)CC(CC(=O)[O-])(C(=O)[O-])O